oxolene O1C=CCC1